(3-bromophenyl)[(tert-Butoxycarbonyl)amino]acetic acid methyl ester COC(C(NC(=O)OC(C)(C)C)C1=CC(=CC=C1)Br)=O